ClC1=C(C=C(C#N)C=C1)C(=O)C=1N(N=C(C1)N1CCOCC1)C 4-chloro-3-(2-methyl-5-morpholin-4-ylpyrazole-3-carbonyl)benzonitrile